3-(4,4,5,5-tetramethyl-1,3,2-dioxaborolan-2-yl)-1H-pyrrolo[2,3-c]pyridine-1-carboxylic Acid Tert-Butyl Ester C(C)(C)(C)OC(=O)N1C=C(C=2C1=CN=CC2)B2OC(C(O2)(C)C)(C)C